5-((4-Aminocyclohexyl)methyl)-3-(butylamino)-8-(4-methylpiperazin-1-yl)pyrimido[4,5-c]isoquinolin-6(5H)-one NC1CCC(CC1)CN1C(C=2C=C(C=CC2C2=C1N=C(N=C2)NCCCC)N2CCN(CC2)C)=O